rac-4-(((1R,2R,4S)-7-azabicyclo[2.2.1]heptan-2-yl)oxy)-6-(1-methyl-1H-pyrazol-4-yl)pyrazolo[1,5-a]pyrazine [C@H]12[C@@H](C[C@H](CC1)N2)OC=2C=1N(C=C(N2)C=2C=NN(C2)C)N=CC1 |r|